3-[(2R,3S,5R)-5-[[bis(4-methoxyphenyl)-phenyl-methoxy]methyl]-4-hydroxy-3-(2-methoxyethoxy)tetrahydrofuran-2-yl]-1H-pyrimidine-2,4-dione COC1=CC=C(C=C1)C(OC[C@@H]1C([C@@H]([C@@H](O1)N1C(NC=CC1=O)=O)OCCOC)O)(C1=CC=CC=C1)C1=CC=C(C=C1)OC